[O-2].[Fe+3].[Cl+].[O-2] chlorine ferric oxide